IC(CCN(C([O-])=O)CC#C)C 3-iodopropargyl-N-butylcarbamate